Cl.CNC[C@@H]1OCC2=C(C=CC=C12)C=1C=NC=CC1 (R)-N-Methyl-1-(4-(pyridin-3-yl)-1,3-dihydroisobenzofuran-1-yl)methanamine hydrochloride salt